The molecule is a monoterpenoid indole alkaloid that is brucine in which the hydrogen at position 16 has been replaced by a hydroxy group. It has a role as a plant metabolite and a human xenobiotic metabolite. It is a delta-lactam, a hemiaminal, a monoterpenoid indole alkaloid, an organic heteroheptacyclic compound and an aromatic ether. It derives from a brucine. COC1=C(C=C2C(=C1)[C@]34CCN5[C@]3(C[C@@H]6[C@@H]7[C@@H]4N2C(=O)C[C@@H]7OCC=C6C5)O)OC